CC1=C(NC(CC(=O)OC)=O)C=CC=C1C(F)(F)F methyl 3-[2-methyl-3-(trifluoromethyl)anilino]-3-oxo-propanoate